6-(6-(2-hydroxypropan-2-yl)pyridin-3-yl)-4-isobutyl-3,4-dihydropyrazino[2,3-b]pyrazin OC(C)(C)C1=CC=C(C=N1)C=1N=C2C(=NC1)N=CCN2CC(C)C